C(C)N1C=NC=C1CC=1C=NN2C1C=C(C=C2)C(=O)O 3-((1-ethyl-1H-imidazol-5-yl)methyl)pyrazolo[1,5-a]pyridine-5-carboxylic acid